Indazole europium [Eu].N1N=CC2=CC=CC=C12